tert-butyl (3R)-1-(2-(2-cyanopyrimidin-5-yloxy)-4-(4-fluorophenyl)cyclopentyl)piperidin-3-ylcarbamate C(#N)C1=NC=C(C=N1)OC1C(CC(C1)C1=CC=C(C=C1)F)N1C[C@@H](CCC1)NC(OC(C)(C)C)=O